ClC=1C=C(C=CC1N1C(N(C=C1)C)=O)C1=C(C(=CC(=C1)F)C1=CC(=NC=C1)N1CC2(CCN2C(C)C)CC1)O 1-(3-chloro-5'-fluoro-2'-hydroxy-3'-(2-(1-isopropyl-1,6-diazaspiro[3.4]oct-6-yl)pyridin-4-yl)-[1,1'-biphenyl]-4-yl)-3-methyl-1H-imidazol-2(3H)-one